N'-(p-Coumaryl)-Feruloyl-agmatine C(\C=C\C1=CC=C(C=C1)O)N(C(N)=N)CCCCNC(\C=C\C1=CC(OC)=C(O)C=C1)=O